NC1=C2C(=NC=N1)N(N=C2C2=CC=C(C=C2)OC2=CC=CC=C2)C2CCN(CC2)CC=2C=NC(=NC2)C2C(NC(CC2)=O)=O 3-(5-((4-(4-amino-3-(4-phenoxyphenyl)-1H-pyrazolo[3,4-d]pyrimidin-1-yl)piperidin-1-yl)methyl)pyrimidin-2-yl)piperidine-2,6-dione